The molecule is a member of the class of cyclitols that is valiolone in which the stererocentres at positions 2 and 5 have been inverted. It has a role as a bacterial metabolite. It is a cyclitol and an alicyclic ketone. C1C(=O)[C@H]([C@H]([C@@H]([C@@]1(CO)O)O)O)O